oct-2-enediamide C(C=CCCCCC(=O)N)(=O)N